amylperoxy pivalate C(C(C)(C)C)(=O)OOOCCCCC